tert-butyl (3-(5-acetamido-3-(2-(1,1-difluoroethyl)-6-methylpyrimidin-4-yl)-1H-pyrrolo[2,3-c]pyridin-1-yl)cyclobutyl)carbamate C(C)(=O)NC=1C=C2C(=CN1)N(C=C2C2=NC(=NC(=C2)C)C(C)(F)F)C2CC(C2)NC(OC(C)(C)C)=O